6,7-dimethoxy-2-methyl-N-[1-{5-[2-(trifluoromethoxy)phenyl]thiophen-2-yl}ethyl]quinazolin-4-amine COC=1C=C2C(=NC(=NC2=CC1OC)C)NC(C)C=1SC(=CC1)C1=C(C=CC=C1)OC(F)(F)F